C(C)(C)(C)OC(=O)NCCS[P@](=O)(OC1=CC=CC=C1)N[C@@H](C)C(=O)OCC Ethyl ((R)-((2-((tert-butoxycarbonyl)amino)ethyl)thio)(phenoxy)phosphoryl)-L-alaninate